O[C@@H]1[C@@H]([C@@]2(CC[C@H]1C2(C)C)C)O (+)-(1R,2R,3S,4S)-3-hydroxyborneol